2-Amino-4-(3-((S)-3-(dimethylamino)pyrrolidin-1-yl)-5-fluoro-1-(pyridazin-3-ylmethoxy)-7,9-dihydrofuro[3,4-f]quinazolin-6-yl)-5-fluorobenzo[b]thiophene-3-carbonitrile NC1=C(C2=C(S1)C=CC(=C2C=2C1=C(C=3C(=NC(=NC3C2F)N2C[C@H](CC2)N(C)C)OCC=2N=NC=CC2)COC1)F)C#N